C(=O)O.CC1=C(C(=O)N)C=CC=C1 2-methylbenzamide formate